2'-amino-5'-bromo-N,N-dimethyl-[2,3'-bipyridine]-5-carboxamide NC1=NC=C(C=C1C1=NC=C(C=C1)C(=O)N(C)C)Br